N-(1-(4-methoxyphenyl)-2-oxo-2-((4-(trimethylsilyl)phenyl)amino)ethyl)-N-methyltetrahydrothiophene-3-carboxamide-1,1-dioxide COC1=CC=C(C=C1)C(C(NC1=CC=C(C=C1)[Si](C)(C)C)=O)N(C(=O)C1CS(CC1)(=O)=O)C